ClC1=C(C=O)C=C(C=C1)C=1N=NC=CC1 2-chloro-5-pyridazin-3-yl-benzaldehyde